CC(CCCCC)C(C(=O)[O-])(C(=O)[O-])C.[Ba+2] barium 2-(hept-2-yl)-2-methylmalonate